S1C2=C(C=C1)C(=CC=C2)N2CCN(CC2)CCCCOC2=CC=C1CCC(N(C1=C2)COC(CCCCCCCCCCCCCCCCCC)=O)=O Nonadecanoic acid 7-[4-(4-benzo[b]thiophen-4-ylpiperazin-1-yl)butoxy]-2-oxo-3,4-dihydro-2H-quinolin-1-ylmethyl ester